C(C)C(C(=O)OOC(C)(C)C)CCCC tert-butyl 2-ethylperoxyhexanoate